trans-4-aminoproline N[C@@H]1C[C@H](NC1)C(=O)O